N-(5-cyclopropyl-1H-pyrazol-3-yl)-2-(6-(6-((2,3-dihydrobenzofuran-5-yl)methyl)-3,6-diazabicyclo[3.1.1]heptan-3-yl)pyridin-3-yl)quinazolin-4-amine C1(CC1)C1=CC(=NN1)NC1=NC(=NC2=CC=CC=C12)C=1C=NC(=CC1)N1CC2N(C(C1)C2)CC=2C=CC1=C(CCO1)C2